CN1N=CC(=C1)C1=CC=C(C=N1)CC1=CC(=NC(=C1)N1N=CC=C1)C(=O)NC1CC2(COC2)C1 4-((6-(1-methyl-1H-pyrazol-4-yl)pyridin-3-yl)methyl)-6-(1H-pyrazol-1-yl)-N-(2-oxaspiro[3.3]heptan-6-yl)picolinamide